2-(1-isopropyl-1H-benzo[d][1,2,3]triazol-5-yl)-5-(4-methoxyphenyl)thiazole C(C)(C)N1N=NC2=C1C=CC(=C2)C=2SC(=CN2)C2=CC=C(C=C2)OC